NCCOCCOCCOCCOC[C@H]1OC[C@@H]([C@H]([C@H]1O)O)NC1=NC=CC(=N1)C(F)(F)F (2R,3R,4R,5S)-2-(13-amino-2,5,8,11-tetraoxatridecyl)-5-((4-(trifluoromethyl)pyrimidin-2-yl)amino)tetrahydro-2H-pyran-3,4-diol